6-methyl-5-oxazol-2-yl-2-oxo-1-(3-trifluoromethylphenyl)-1,2-dihydro-pyridine-3-carboxylic acid 4-methanesulfonyl-benzylamide CS(=O)(=O)C1=CC=C(CNC(=O)C=2C(N(C(=C(C2)C=2OC=CN2)C)C2=CC(=CC=C2)C(F)(F)F)=O)C=C1